ON(O)C(C)(C)C N,N-dihydroxyl-tert-butylamine